bis(3-pentyloctyl) 9-((oxetan-3-ylmethyl)amino)heptadecanedioate O1CC(C1)CNC(CCCCCCCC(=O)OCCC(CCCCC)CCCCC)CCCCCCCC(=O)OCCC(CCCCC)CCCCC